C1=CC=CC=2C3=CC=CC=C3N(C12)C1=C(C=CC(=C1)C)C(C)=O 1-(2-(9H-carbazol-9-yl)-4-methylphenyl)ethanone